ClC1=C(C=C(C=C1)/C=C/C(=O)NNC(C=CC1=CC=CC=C1)=O)C(F)(F)F (E)-3-(4-chloro-3-(trifluoromethyl)phenyl)-N'-cinnamoylacrylohydrazide